Pyrimidine-4-yl-3-methylmorpholine N1=CN=C(C=C1)N1C(COCC1)C